(E)-N-((5-bromo-6-fluoropyridin-2-yl)methylene)-2-methylpropane-2-sulfinamide BrC=1C=CC(=NC1F)\C=N\S(=O)C(C)(C)C